CS(=O)(=O)C1=NC=CC(=C1)NC=1N=CC2=C(N1)CNCC2 2-methanesulfonyl-N-{5H,6H,7H,8H-pyrido[3,4-d]pyrimidin-2-yl}pyridin-4-amine